COC=1C=C2[C@]3(C(NC2=CC1)=O)[C@@H](C3)C3=CC=C1C(=NNC1=C3)NC3=NN(C=C3OC)C (1r,2s)-5'-methoxy-2-{3-[(4-methoxy-1-methylpyrazol-3-yl)amino]-1H-indazol-6-yl}-1'H-spiro[cyclopropan-1,3'-indol]-2'-one